NC=1CC(=CC2=C(N1)C=CS2)C(=O)N(CCCN\C(\NCCOCCOCCOCCOCCOCCOCCOCCOCCOCCOCCC(=O)O)=N/C2=CC(=CC=C2)C#N)CCC (E)-40-(5-amino-6H-thieno[3,2-b]azepine-7-carbonyl)-35-((3-cyanophenyl)imino)-4,7,10,13,16,19,22,25,28,31-decaoxa-34,36,40-triazatritetracontanoic acid